N1[C@H](CCC1)C(=O)N1CCN(CC1)C1=NC(=C(C(=N1)N[C@H](C)C1=C(C=C(C=C1)Cl)Cl)Cl)C 2-(4-(D-prolyl)piperazin-1-yl)-5-chloro-4-(((R)-1-(2,4-dichlorophenyl)ethyl)amino)-6-methylpyrimidine